N-(3-(benzo[d]thiazol-2-yl)-5-fluoro-2-methylphenyl)-2-chloro-3,4-difluorobenzamide S1C(=NC2=C1C=CC=C2)C=2C(=C(C=C(C2)F)NC(C2=C(C(=C(C=C2)F)F)Cl)=O)C